BrC1=CC2=C(N=C(NC2=O)C)N=C1C 6-bromo-2,7-dimethylpyrido[2,3-d]pyrimidin-4(3H)-one